N1CCC(CC1)C=O (piperidin-4-yl)methanone